CC1=C(C2=C(N=C(N=C2)NC2=CC=C(C=C2)N2CCN(CC2)C)N(C1=O)CC=1N(N=CC1)C)C#C[Si](C(C)C)(C(C)C)C(C)C 6-methyl-2-{[4-(4-methylpiperazin-1-yl)phenyl]amino}-8-[(2-methylpyrazol-3-yl)methyl]-5-[2-(triisopropylsilyl)ethynyl]pyrido[2,3-d]pyrimidin-7-one